C[C@@H](CC(=O)OCC)CCC=O ethyl (3R)-3-methyl-6-oxohexanoate